tert-butyl 4-(4-(4-chloroquinolin-6-yl)-3-fluorobenzoyl)piperazine-1-carboxylate ClC1=CC=NC2=CC=C(C=C12)C1=C(C=C(C(=O)N2CCN(CC2)C(=O)OC(C)(C)C)C=C1)F